C1=CC(=CC(=C1)F)NC(=O)CCCl 3-chloro-N-(3-fluorophenyl)propanamide